ClC=1C=C2C(C3(C=NC4=C(O3)C=CC3=CC=CC=C34)N(C2=CC1)C)(C)C 5-Chloro-1,3-dihydro-1,3,3-trimethylspiro[2H-indole-2,3'-[3H]naphth[2,1-b][1,4]oxazine]